1-(6-(4-(3H-imidazo[4,5-b]pyridin-7-yl)-1H-pyrazol-1-yl)pyridin-3-yl)-2,2,2-trifluoro-1-(1-methylazetidin-3-yl)ethanol N1=CNC2=NC=CC(=C21)C=2C=NN(C2)C2=CC=C(C=N2)C(C(F)(F)F)(O)C2CN(C2)C